CN1C(SC(C1)C)C(C)C 2,5-dihydro-3,5-dimethyl-2-isopropyl-thiazole